(1R,8S,9S)-bicyclo[6.1.0]non-4-yn-9-ylmethoxysuccinimide carbonate C(O)(O)=O.[C@H]12CCC#CCC[C@@H]2C1COC1C(=O)NC(C1)=O